COC(CNC(CNC(C(C)OC1=C(C=C(C(=C1)N1C(N(C(N(C1=O)C)=S)C)=O)F)Cl)=O)=O)=O (2-(2-chloro-5-(3,5-dimethyl-2,6-dioxo-4-thioxo-1,3,5-triazin-1-yl)-4-fluorophenoxy)propionyl)glycylglycine methyl ester